FC1=NN(C=C1[N+](=O)[O-])C(C#C)COC 3-fluoro-1-[1-(methoxymethyl)prop-2-ynyl]-4-nitro-pyrazole